COC([C@@H](N(C(=O)N1C[C@H](N(CC1)C(=O)C1[N@](C1)C(C1=CC=CC=C1)(C1=CC=CC=C1)C1=CC=CC=C1)C)C)C(C)C)=O N-methyl-N-((R)-3-methyl-4-((S)-1-trityl-aziridine-2-carbonyl)piperazine-1-carbonyl)-L-valine methyl ester